ClC=1C=C2C(=C(C=NC2=CC1)S(=O)(=O)N1CCOCC1)NC1=C(C(=O)OC)C=C(C=C1)C(C)C methyl 2-[(6-chloro-3-morpholinesulfonyl-4-quinolinyl) amino]-5-isopropyl-benzoate